N,N-dibenzyl-3-oxo-cyclobutanecarboxamide C(C1=CC=CC=C1)N(C(=O)C1CC(C1)=O)CC1=CC=CC=C1